1-(6-(5-(3-amino-6-(4-(isopropylsulfonyl)phenyl)pyrazin-2-yl)isoxazol-3-yl)pyridin-3-yl)-3-Methylguanidine dihydrochloride Cl.Cl.NC=1C(=NC(=CN1)C1=CC=C(C=C1)S(=O)(=O)C(C)C)C1=CC(=NO1)C1=CC=C(C=N1)NC(=N)NC